(S)-3-chloro-2-fluoro-6-(4-(2-methoxyethyl)-2-methylpiperazin-1-yl)pyridin-4-amine ClC=1C(=NC(=CC1N)N1[C@H](CN(CC1)CCOC)C)F